ClC1=CN=C2C(=N1)N(N=C2)C2CCC2 3-(6-chloro-1H-pyrazolo[3,4-b]pyrazin-1-yl)cyclobutan